C(#N)C=1C=C2CCN(CC2=CC1)C1=CC(=C(C(=C1)C)NC(CC(C)(C)C)=O)SCC N-(4-(6-cyano-3,4-dihydroisoquinolin-2(1H)-yl)-2-(ethylsulfanyl)-6-methylphenyl)-3,3-dimethylbutyramide